C(C)N(NCC(=O)[O-])CC.[Na+] sodium N-diethylaminoglycinate